CN(C)CC(=O)NC (dimethylamino)-N-methyl-acetamide